C(C)(C)C1=CC=C(OC2=CC=CC(=N2)S(=O)(=O)NC(=O)C=2C(=NC=CC2)N2C(CC(C2)C)(C)C)C=C1 N-[[6-(4-Isopropylphenoxy)-2-pyridyl]sulfonyl]-2-(2,2,4-trimethylpyrrolidin-1-yl)pyridin-3-carboxamid